C(CCCCCCCCCCCCCCC(C)C)(=O)O.C(CCCCCCCCCCCCCCC(C)C)(=O)O.C(CCCCCCCCCCCCCCC(C)C)(=O)O.C(COCCO)O diethylene glycol triisostearate